1-(3-chloro-5-methoxyphenyl)-3-(3-fluoro-2-hydroxymethylphenyl)urea ClC=1C=C(C=C(C1)OC)NC(=O)NC1=C(C(=CC=C1)F)CO